NC1=C(N=C2N1C=CC=C2C2=CC(=CC=C2)F)C(=O)NCCC 3-Amino-8-(3-fluorophenyl)-N-propylimidazo[1,2-a]pyridine-2-carboxamide